benzyl 8-(difluoromethyl)-2-(6-methyl-2-((1-(methylsulfonyl) piperidin-4-yl) amino) pyrido[3,4-d]pyrimidin-8-yl)-2,6-diazaspiro[3.4]octane-6-carboxylate FC(C1CN(CC12CN(C2)C2=NC(=CC1=C2N=C(N=C1)NC1CCN(CC1)S(=O)(=O)C)C)C(=O)OCC1=CC=CC=C1)F